2-(2-isopropylphenyl)pyrido[2,3-d]pyrimidin-7(8H)-one C(C)(C)C1=C(C=CC=C1)C=1N=CC2=C(N1)NC(C=C2)=O